2-[(METHYLCARBAMOYL)METHOXY]ACETIC ACID CNC(=O)COCC(=O)O